(S)-N-(2-((4-(N-(4-Fluorobicyclo[4.2.0]octa-1(6),2,4-trien-7-yl)-N'-hydroxycarbamimidoyl)-1,2,5-oxadiazol-3-yl)oxy)ethyl)acetamid FC=1C=CC=2C[C@@H](C2C1)NC(=NO)C=1C(=NON1)OCCNC(C)=O